5-(3-isopropyl-5-(1-(2-methoxyethyl)piperidin-4-yl)-1H-indol-2-yl)-1-methyl-3-(pyrimidin-5-yl)pyridin-2(1H)-one C(C)(C)C1=C(NC2=CC=C(C=C12)C1CCN(CC1)CCOC)C=1C=C(C(N(C1)C)=O)C=1C=NC=NC1